BrC=1C(=C(C=C2C(CCOC12)C)[N+](=O)[O-])F 8-bromo-7-fluoro-4-methyl-6-nitro-chroman